NC1=NC=CC=C1C1=NC=2C(=NC(=CC2)C=2OC=CN2)N1C=1C=C2CC[C@@H](C2=CC1)NC(C1=C(C(=C(C(=C1)C=O)O)F)F)=O N-[(1S)-5-[2-(2-aminopyridin-3-yl)-5-(1,3-oxazol-2-yl)imidazo[4,5-b]pyridin-3-yl]-2,3-dihydro-1H-inden-1-yl]-2,3-difluoro-5-formyl-4-hydroxybenzamide